rac-(1S*,2S*)-2-(5-chloro-2-hydroxyphenyl)-N-(6-(((6-cyclopropylimidazo[1,2-a]pyridin-2-yl)methyl)amino)pyrimidin-4-yl)cyclopropane-1-carboxamide ClC=1C=CC(=C(C1)[C@@H]1[C@H](C1)C(=O)NC1=NC=NC(=C1)NCC=1N=C2N(C=C(C=C2)C2CC2)C1)O |r|